1-[4-(3-chlorophenyl)piperazin-1-yl]-2-methyl-prop-2-en-1-one ClC=1C=C(C=CC1)N1CCN(CC1)C(C(=C)C)=O